COC(=O)C1(CC(C1)OCC)NC(=O)OCC1=CC=CC=C1 trans-1-{[(benzyloxy)carbonyl]amino}-3-ethoxycyclobutane-1-carboxylic acid methyl ester